Cl.ClC1=C(C=CC=C1)C1(CCC1)N 1-(2-chlorophenyl)cyclobutan-1-amine-hydrochloride salt